hexafluorooxydiphthalic acid FC=1C(=C(C(=C(C1C(=O)O)C(=O)O)OC1=C(C(C(=O)O)=C(C(=C1F)F)F)C(=O)O)F)F